C(C)OC(=O)C=1OC2=C(C1C)C=C(C=C2)S(N(C2=C(C=CC=C2)N2CCN(CC2)C(C2=CC=C(C=C2)C(F)(F)F)=O)CCC2=CC=CC=C2)(=O)=O 3-methyl-5-(N-phenethyl-N-(2-(4-(4-(trifluoromethyl)benzoyl)piperazin-1-yl)phenyl)sulfamoyl)benzofuran-2-carboxylic acid ethyl ester